FC1(CCNCC1)CC(C)(C)NC(OC(C)(C)C)=O tert-butyl (1-(4-fluoropiperidin-4-yl)-2-methylpropan-2-yl)carbamate